4-(1-(3-chlorobenzyl)piperidin-4-yl)-1-methyl-1,4-dihydropyrido[2,3-b]pyrazine ClC=1C=C(CN2CCC(CC2)N2C3=C(N(C=C2)C)C=CC=N3)C=CC1